NCCC(=O)NC=1SC(=C(N1)C)C(=O)OCC ethyl 2-(3-aminopropionylamino)-4-methyl-thiazole-5-carboxylate